(1R,7S,8r)-Ethyl 4-((2-((2-(1,4-diazepan-1-yl)pyrimidin-5-yl)oxy)-6-(3,5-dichlorophenyl)pyridin-4-yl)methyl)-4-azabicyclo[5.1.0]octane-8-carboxylate N1(CCNCCC1)C1=NC=C(C=N1)OC1=NC(=CC(=C1)CN1CC[C@H]2C([C@H]2CC1)C(=O)OCC)C1=CC(=CC(=C1)Cl)Cl